1-(4,5-difluoro-2-nitrophenyl)-1H-pyrrole FC1=CC(=C(C=C1F)N1C=CC=C1)[N+](=O)[O-]